dodecanoyl-L-tryptophan C(CCCCCCCCCCC)(=O)N[C@@H](CC1=CNC2=CC=CC=C12)C(=O)O